tert-butyl (1-((3-(2-hydroxyethyl)phenyl)sulfonyl) piperidin-4-yl)-carbamate OCCC=1C=C(C=CC1)S(=O)(=O)N1CCC(CC1)NC(OC(C)(C)C)=O